(trimethylsilylisobutyl)-ethylenediamine C[Si](C)(C)C(C(C)C)NCCN